SCC(=O)NC1=CC=C(C=C1)F 2-mercapto-N-(4-fluorophenyl)acetamide